3-(4-methoxyphenyl)-2-butene-1-al COC1=CC=C(C=C1)C(=CC=O)C